2-(2-ethoxy-3-pyridinyl)-8-methyl-6-(3-methyloxetan-3-yl)imidazo[1,5-a]pyrimidine C(C)OC1=NC=CC=C1C1=NC=2N(C=C1)C(=NC2C)C2(COC2)C